FC=1C=C(C=CC1C1=NOC(=N1)C(F)(F)F)C(COCC1=CC=C(C=C1)OC)=O 1-(3-fluoro-4-(5-(trifluoromethyl)-1,2,4-oxadiazol-3-yl)phenyl)-2-((4-methoxybenzyl)oxy)ethan-1-one